2,5-difluoro-4-hydroxy-N-(1,2,4-thiadiazol-5-yl)benzenesulfonamide FC1=C(C=C(C(=C1)O)F)S(=O)(=O)NC1=NC=NS1